[Cl-].C(C)(C)C1=C(C(=CC=C1)C(C)C)[N+]1=CN2C(C=CC3=CC=CC(=C23)N(CC)CC)=C1 2-(2,6-Diisopropylphenyl)-9-(diethylamino)imidazo[1,5-a]quinolin-2-ium chloride